(2R,3S,4R,5S,6R)-2-(hydroxymethyl)-6-(1-(4-(4,4,5,5-tetramethyl-1,3,2-dioxaborolan-2-yl)-2-(trifluoromethyl)phenyl)ethyl)tetrahydro-2H-pyran-3,4,5-triol OC[C@H]1O[C@@H]([C@H]([C@H]([C@@H]1O)O)O)C(C)C1=C(C=C(C=C1)B1OC(C(O1)(C)C)(C)C)C(F)(F)F